5-chloro-N-(2,4-difluoro-5-(2-methyl-7-(methylamino)-1,6-naphthyridin-3-yl)phenyl)-2-methoxypyridine-3-sulfonamide ClC=1C=C(C(=NC1)OC)S(=O)(=O)NC1=C(C=C(C(=C1)C=1C(=NC2=CC(=NC=C2C1)NC)C)F)F